5-((2-(4-acetylphenoxy)-N-methylacetamido)methyl)pyrazolo[1,5-a]pyridine-3-carboxamide C(C)(=O)C1=CC=C(OCC(=O)N(C)CC2=CC=3N(C=C2)N=CC3C(=O)N)C=C1